C(C)(=O)N(C1=CC=C(C=C1)C1=CC=C(C(=O)NCC=2C=NC=CC2)C=C1)CC(C)C 4-[4-[acetyl-(isobutyl)amino]phenyl]-N-(3-pyridinyl-methyl)benzamide